(S)-3-(1-oxo-5-(4-(piperidin-4-ylmethyl)piperazin-1-yl)isoindolin-2-yl)piperidine-2,6-dione O=C1N(CC2=CC(=CC=C12)N1CCN(CC1)CC1CCNCC1)[C@@H]1C(NC(CC1)=O)=O